N-benzyl-methacrylamide C(C1=CC=CC=C1)NC(C(=C)C)=O